FC1=C(C(=CC=C1)F)S(=O)(=O)C=1C2=C(N(C(N1)N)C1=C(C=C(C=C1)N1CCC(CC1)N(C)C)OC)NC=C2 (2,6-difluorobenzenesulfonyl)-N-(4-(4-(dimethylamino)-1-piperidinyl)-2-methoxyphenyl)-2-amino-7H-pyrrolo[2,3-d]pyrimidine